C12C(C3CC(CC(C1)C3)C2)NC(CN2C(C(=CC=C2)NC([C@H](CC/C=C/C(=O)OC)NC(=O)[C@@H]2NCCOC2)=O)=O)=O (S,E)-methyl 7-(1-(2-(2-adamantylamino)-2-oxoethyl)-2-oxo-1,2-dihydropyridin-3-ylamino)-6-((R)-morpholine-3-carboxamido)-7-oxohept-2-enoate